ClC=1C=C(CN2C[C@H](CCC2)NC(OC(C)(C)C)=O)C=CC1OCC tert-butyl (S)-(1-(3-chloro-4-ethoxybenzyl)piperidin-3-yl)carbamate